C(C1=CC=CC=C1)OC1=C(C=C(C(=C1)Br)F)C(C(=O)O)C(F)(F)F 2-(2-benzyloxy-4-bromo-5-fluoro-phenyl)-3,3,3-trifluoro-propionic acid